(3-(3-oxohexahydroimidazo[1,5-a]pyridin-2(3H)-yl)piperidin-1-yl)-3-((4-(piperidin-4-yl)phenyl)amino)pyrazine-2-carboxamide O=C1N(CC2N1CCCC2)C2CN(CCC2)C=2N=C(C(=NC2)C(=O)N)NC2=CC=C(C=C2)C2CCNCC2